(7-Bromoheptyl)pyrimidine BrCCCCCCCC1=NC=CC=N1